tert-butyl (2S,4R)-2-((3-((6-(benzyloxy)-3-hydroxyquinolin-5-yl) oxy) propyl) carbamoyl)-4-hydroxypiperidine-1-carboxylate C(C1=CC=CC=C1)OC=1C(=C2C=C(C=NC2=CC1)O)OCCCNC(=O)[C@H]1N(CC[C@H](C1)O)C(=O)OC(C)(C)C